[Ir]Cl.C1=CCCC=CCC1.C1=CCCC=CCC1 bis(1,5-cyclooctadiene) iridium (I) chloride